OC[C@@H]1CN(CCN1C(CCOC[C@H](C)NC=1C=NNC(C1C(F)(F)F)=O)=O)C(=O)OC(C)(C)C tert-butyl (S)-3-(hydroxymethyl)-4-(3-((S)-2-((6-oxo-5-(trifluoromethyl)-1,6-dihydropyridazin-4-yl)amino)propoxy)propanoyl)piperazine-1-carboxylate